FC=1C=C2CCCN3C2=C(C1)N(C3=O)C3=NC(=NC=C3)NC=3C(=CC(=C(C3)NC(C=C)=O)N(CCN(C([2H])([2H])[2H])C)C)OC([2H])([2H])[2H] N-(5-((4-(8-fluoro-2-oxo-5,6-dihydro-4H-imidazo[4,5,1-ij]quinolin-1(2H)-yl)pyrimidin-2-yl)amino)-4-(methoxy-d3)-2-(methyl(2-(methyl(methyl-d3)amino)ethyl)amino)phenyl)acrylamide